6-(3-{1-[(2E)-2-(aminomethyl)-3-fluoroprop-2-en-1-yl]-5-oxo-1,5-dihydro-4H-1,2,4-triazol-4-yl}phenyl)-2H-1,4-benzoxazin-3(4H)-one hydrochloride Cl.NC/C(/CN1N=CN(C1=O)C=1C=C(C=CC1)C=1C=CC2=C(NC(CO2)=O)C1)=C\F